C(C=C)(=O)N1C[C@H](CCC1)C1=NN(C=2C(=NNC(C21)=O)N)C2=CC=C(C=C2)OC2=CC(=CC=C2)F (S)-3-(1-Acryloylpiperidin-3-yl)-7-amino-1-(4-(3-fluorophenoxy)phenyl)-1,5-dihydro-4H-pyrazolo[3,4-d]pyridazin-4-on